C(C)(C)(C)OC(=O)N([C@H](C(C)C)C(=O)O)S(=O)(=O)C1(CC1)CN1C(C2=C(CC1)C(=NN2C)C(NCC2=CC=C(C=C2)Cl)=O)=O (tert-butoxycarbonyl)((1-((3-((4-chlorobenzyl)carbamoyl)-1-methyl-7-oxo-1,4,5,7-tetrahydro-6H-pyrazolo[3,4-c]pyridin-6-yl)methyl)cyclopropyl)sulfonyl)-D-valine